6-chloro-1-methyl-2-(4-nitrophenyl)-1H-benzo[d]imidazole ClC=1C=CC2=C(N(C(=N2)C2=CC=C(C=C2)[N+](=O)[O-])C)C1